((2S)-1-acryloyl-4-(8-chloro-6-fluoro-4-(((S)-1-methylpyrrolidin-2-yl)methoxy)-7-(m-tolyl)-1H-[1,2,3]triazolo[4,5-c]quinolin-1-yl)piperidin-2-yl)acetonitrile C(C=C)(=O)N1[C@@H](CC(CC1)N1N=NC=2C(=NC=3C(=C(C(=CC3C21)Cl)C=2C=C(C=CC2)C)F)OC[C@H]2N(CCC2)C)CC#N